5,6-difluoro-3-[5H,6H,7H,8H-pyrido[3,2-d]pyrimidin-2-yl]-1H-indazole FC=1C=C2C(=NNC2=CC1F)C=1N=CC2=C(N1)CCCN2